tert-Butyl (1S,4S)-5-(4-((3-chloro-2-fluoro-4-(((R)-2-methyltetrahydrofuran-2-yl)methoxy)phenyl)amino)pyrido[3,2-d]pyrimidin-6-yl)-2,5-diazabicyclo[2.2.1]heptane-2-carboxylate ClC=1C(=C(C=CC1OC[C@@]1(OCCC1)C)NC=1C2=C(N=CN1)C=CC(=N2)N2[C@@H]1CN([C@H](C2)C1)C(=O)OC(C)(C)C)F